C(C)(=O)OCC=1C(=NC=CC1B1OC(C(O1)(C)C)(C)C)N1C(C=2SC=3CC(CC3C2CC1)(C)C)=O (2-{4,4-Dimethyl-9-oxo-7-thia-10-azatricyclo[6.4.0.02,6]dodeca-1(8),2(6)-dien-10-yl}-4-(4,4,5,5-tetramethyl-1,3,2-dioxaborolan-2-yl)pyridin-3-yl)methyl Acetate